2-methyl-3-(nitrooxy)-2-[(nitrooxy)methyl]propanoic acid CC(C(=O)O)(CO[N+](=O)[O-])CO[N+](=O)[O-]